CC(CC)(C)N1N=CC(=C1)C(=O)O 1-(1,1-dimethylpropyl)pyrazole-4-carboxylic acid